1-{2',3'-dihydro-1'H-spiro[cyclopropane-1,4'-isoquinolin]-7'-ylmethyl}-N-{[2-fluoro-3-methoxy-6-(4-methyl-1,2,3-triazol-1-yl)phenyl]methyl}-3-(methoxymethyl)pyrazole-4-carboxamide C1NCC2(C3=CC=C(C=C13)CN1N=C(C(=C1)C(=O)NCC1=C(C(=CC=C1N1N=NC(=C1)C)OC)F)COC)CC2